ClC1=C(C(=C(C(=C1[2H])Cl)[2H])Cl)O L-2,4,6-trichlorophenol-d2